(3R,3aS)-7-[4-[6-chloro-4-[difluoro(4-piperidyl)methyl]-2-pyridyl]piperazin-1-yl]sulfonyl-3-(hydroxymethyl)-3a,4-dihydro-3H-oxazolo[4,3-c][1,4]benzoxazin-1-one ClC1=CC(=CC(=N1)N1CCN(CC1)S(=O)(=O)C1=CC2=C(N3[C@@H](CO2)[C@@H](OC3=O)CO)C=C1)C(C1CCNCC1)(F)F